1,2-Distearoyl-glycerol C(CCCCCCCCCCCCCCCCC)(=O)OCC(OC(CCCCCCCCCCCCCCCCC)=O)CO